1-dodecyl-4-propylpiperidinium acetate C(C)(=O)[O-].C(CCCCCCCCCCC)[NH+]1CCC(CC1)CCC